O.O[C@@H]1[C@H](O)[C@@H](O)[C@@H](O)[C@H](O1)CO alpha-galactose monohydrate